C1=CC=CC=2C1=C1C=C3C=CC4=C(C3=CC1=CC2)C=CC=C4 Dibenzo[a,h]anthracene